C1=NC=C(C2=CC=CC=C12)N1C(N(C[C@@H]1C#N)C1CC(C1)C(F)(F)F)=O (R)-3-(isoquinolin-4-yl)-2-oxo-1-((1R,3R)-3-(trifluoromethyl)cyclobutyl)imidazoline-4-carbonitrile